[2-[6-[(5-Cyclopropyl-1H-pyrazol-3-yl)amino]-2-pyridyl]-2-azabicyclo[2.2.1]heptan-4-yl]methanol C1(CC1)C1=CC(=NN1)NC1=CC=CC(=N1)N1C2CCC(C1)(C2)CO